1-(4-(2-methoxyethoxy)phenyl)piperidin-4-amine hydrochloride Cl.COCCOC1=CC=C(C=C1)N1CCC(CC1)N